C(C1=CC=CC=C1)OC=1C(C(=CN2N3[C@@H](C=C[C@@H](N(C(C21)=O)C3)C)CF)C(=O)NCC3=C(C=C(C=C3)F)F)=O (1S,2S,5S)-8-(benzyloxy)-N-(2,4-difluorobenzyl)-2-(fluoromethyl)-5-methyl-7,9-dioxo-2,5,7,9-tetrahydro-1,6-methanopyrido[1,2-b][1,2,5]triazonine-10-carboxamide